C(C)(C)(C)OC(=O)N1CCC(CC1)N1CCC(CC1)CCC1=NC2=CC(=CC(=C2C(N1)=O)F)OCC1CC1 4-(2-(7-(cyclopropylmethoxy)-5-fluoro-4-oxo-3,4-dihydroquinazolin-2-yl)ethyl)-[1,4'-bipiperidine]-1'-carboxylic acid tert-butyl ester